COC(=O)C1=CC=2C3=C(C(=NC2C=C1)N)CCO3.[Ir]=O IRIDIUM OXID methyl-4-amino-2,3-dihydrofuro[3,2-c]quinoline-8-carboxylate